[4-(3H-imidazo[4,5-b]pyridin-7-yl)-1-piperidyl]-[4-(trifluoromethoxy)phenyl]methanone N1=CNC2=NC=CC(=C21)C2CCN(CC2)C(=O)C2=CC=C(C=C2)OC(F)(F)F